N1(CCCC1)CCC(C(=O)N)C (2-(pyrrolidin-1-yl)ethyl)propanamide